Cl.FC(C1=NC(=NO1)C1=CC=C(C=C1)CN)(F)F (4-(5-(trifluoromethyl)-1,2,4-oxadiazol-3-yl)phenyl)methylamine hydrochloride